ClC1=C(C=C(C=C1)C(F)(F)F)N(S(=O)(=O)C1=CC=CC=C1)CC(=O)NCCNC(OC(C)(C)C)=O tert-butyl (2-(2-(N-(2-chloro-5-(trifluoromethyl)phenyl)phenylsulfonamido)acetamido)-ethyl)carbamate